C(C1=CC=CC=C1)OC1=C(C(=C(C=C1)CC(=O)NCCC1=CC(=C(C=C1)OCC1=CC=CC=C1)OC([2H])([2H])[2H])CO)OC (4-(Benzyloxy)-2-(hydroxymethyl)-3-methoxyphenyl)-N-(4-(benzyloxy)-3-(methoxy-d3)phenethyl)acetamide